[3-methyl-4-([1,2,4]triazolo[1,5-a]pyridin-7-yloxy)phenyl]-4-quinazolinamine CC=1C=C(C=CC1OC1=CC=2N(C=C1)N=CN2)C2=NC1=CC=CC=C1C(=N2)N